tert-butyl 4-[5-[(2,6-dioxo-3-piperidyl)amino]-3-(trifluoromethyl)-2-pyridyl]piperazine-1-carboxylate O=C1NC(CCC1NC=1C=C(C(=NC1)N1CCN(CC1)C(=O)OC(C)(C)C)C(F)(F)F)=O